2-(2-((3R,4R)-3-Amino-4-fluoropiperidin-1-yl)-5,6-difluoro-1H-benzo[d]imidazol-1-yl)-1-(2-methylazetidin-1-yl)ethanon N[C@@H]1CN(CC[C@H]1F)C1=NC2=C(N1CC(=O)N1C(CC1)C)C=C(C(=C2)F)F